ClC1=CNC2=NC=C(C=C21)C=2C=C1N(N2)CCC12CN(C2)CC 2'-(3-chloro-1H-pyrrolo[2,3-b]pyridin-5-yl)-1-ethyl-5',6'-dihydrospiro[azetidine-3,4'-pyrrolo[1,2-b]pyrazole]